tert-butyl 4-((6-chloro-3-iodopyridazin-4-ylamino)methyl)piperidine-1-carboxylate ClC1=CC(=C(N=N1)I)NCC1CCN(CC1)C(=O)OC(C)(C)C